N(=[N+]=[N-])CCCCOS(=O)(=O)C1=CC=C(C=C1)C 1-[(4-azidobutoxy)sulfonyl]-4-methylbenzene